(R)-1-(3-Fluorophenyl)-2-((2-methyl-1-((R)-tetrahydro-2H-pyran-3-yl)propan-2-yl)amino)ethan-1-ol FC=1C=C(C=CC1)[C@H](CNC(C[C@@H]1COCCC1)(C)C)O